C(C1=CC=CO1)NC1=C2N=CN(C2=NC=N1)[C@H]1[C@@H](O)[C@H](O)[C@H](O1)CO 6-(furfurylamino)-9-β-D-arabinofuranosylpurine